ClC1=CC=2C(C=3C(=NC(=C(N3)C#N)C#N)C2C=C1)=O 7-chloro-9-oxo-9H-indeno[1,2-b]pyrazine-2,3-dicarbonitrile